2,2,6,6-tetramethyl-1-[2,6-bis(2,6-dimethoxyphenyl)phenyl]-phosphocyclohexan-4-one CC1(C(C(CC(C1)=O)(C)C)(C1=C(C=CC=C1C1=C(C=CC=C1OC)OC)C1=C(C=CC=C1OC)OC)P(=O)=O)C